C[C@@H]([C@H]1CC[C@@H]2[C@@]1(CC[C@H]3[C@H]2CC[C@H]4[C@@]3(CC[C@H](C4)O)C)C)O 5β-Pregnane-3α,20α-diol